C(C)(C)(C)OC(=O)NCCC=1OC(C(N1)C(=O)OC)C methyl 2-(2-{[(tert-butoxy) carbonyl] amino} ethyl)-5-methyl-4,5-dihydro-1,3-oxazole-4-carboxylate